FC=1C=C2C=3C=CC(=CC3NC2=CC1)C(C(=O)N(C)C)C 2-(6-fluoro-9H-carbazol-2-yl)-N,N-dimethylpropanamide